(S)-5-chloro-2-fluoro-4-((1-phenylethyl)thio)-N-(thiazol-2-yl)benzenesulfonamide tridecyl-tetracontanoate C(CCCCCCCCCCCC)OC(CCCCCCCCCCCCCCCCCCCCCCCCCCCCCCCCCCCCCCC)=O.ClC=1C(=CC(=C(C1)S(=O)(=O)NC=1SC=CN1)F)S[C@@H](C)C1=CC=CC=C1